3-[(allyloxy)methyl]-3-ethyl-oxetane C(C=C)OCC1(COC1)CC